tri-i-pentadecyl-trimellitic acid C(CCCCCCCCCCCC(C)C)C=1C(=C(C(=C(C1C(=O)O)C(=O)O)CCCCCCCCCCCCC(C)C)C(=O)O)CCCCCCCCCCCCC(C)C